CNC=1C2=C(N=CN1)N(C=C2)[C@H]2[C@@H]([C@@H]([C@H](C2)CC2CC(C2)CNCCC2=CC=CC=C2)O)O (1R,2S,3R,5S)-3-[4-(methylamino)pyrrolo[2,3-d]pyrimidin-7-yl]-5-[(3-{[(2-phenylethyl)amino]methyl}cyclobutyl)methyl]cyclopentane-1,2-diol